2,6-Diiodoanthraquinone IC1=CC=2C(C3=CC=C(C=C3C(C2C=C1)=O)I)=O